6-acetyl-2-((5-(4-(2-(4-(chloromethyl)phenyl)propan-2-yl)piperazin-1-yl)pyridin-2-yl)amino)-8-cyclopentyl-5-methylpyrido[2,3-d]pyrimidin-7(8H)-one C(C)(=O)C1=C(C2=C(N=C(N=C2)NC2=NC=C(C=C2)N2CCN(CC2)C(C)(C)C2=CC=C(C=C2)CCl)N(C1=O)C1CCCC1)C